N1C(=NC2=C1C=CC=C2)C2=CC=CC(=N2)N2CC1C(C2)CN(C1)C(=O)C1=CC(=NC=C1)NC1=NC=CC=C1 (5-(6-(1H-Benzo[d]imidazol-2-yl)pyridinyl)hexahydropyrrolo[3,4-c]pyrrol-2(1H)-yl)(2-(pyridine-2-ylamino)pyridin-4-yl)methanone